ClC1=C(C(=O)NCC(=O)N[C@@H](CC(C)C)B(O)O)C=C(C=C1)Cl N2-(2,5-dichlorobenzoyl)-N-[(1R)-1-(borono)-3-methylbutyl]glycinamide